diethylene glycol di(2-ethyl hexanoate) C(C)C(C(=O)OCCOCCOC(C(CCCC)CC)=O)CCCC